C1(=CC=CC2=CC=C3C=C4C=CC=CC4=CC3=C12)[Si](O[SiH3])(C)C 3-tetraphenyldimethyldisiloxane